BrC1=CC=C(C(=O)OC[C@@]2(CCC(C3=CC(=CC=C23)Cl)(F)F)CO)C=C1 |r| racemic-(6-chloro-4,4-difluoro-1-(hydroxymethyl)-1,2,3,4-tetrahydronaphthalen-1-yl)methyl 4-bromobenzoate